5,7-dihydroxy-3-(4-hydroxyphenyl)-4H-1-benzopyran-4-one OC1=CC(=CC2=C1C(C(=CO2)C2=CC=C(C=C2)O)=O)O